FC1CC2(CN(C2)CC=2C=CC=3N(C2)C=C(N3)CN3C(C2=CN=CC(=C2C=C3)N3CC2(C3)CCOCC2)=O)C1 2-{[6-({6-fluoro-2-azaspiro[3.3]heptan-2-yl}methyl)imidazo[1,2-a]pyridin-2-yl]methyl}-5-{7-oxa-2-azaspiro[3.5]nonan-2-yl}-1,2-dihydro-2,7-naphthyridin-1-one